C(C)(C)(C)N1N=C(C=C1NC(OCC1=CC=CC=C1)=O)[C@@H]1C[C@@H](CC1)OC(NC1(CCC1)C)=O benzyl {1-tert-butyl-3-[(1S,3R)-3-{[(1-methylcyclobutyl)carbamoyl]oxy}cyclopentyl]-1H-pyrazol-5-yl}carbamate